dilinoleoyl-4-aminobutyric acid C(CCCCCCC\C=C/C\C=C/CCCCC)(=O)C(C(=O)O)(CCN)C(CCCCCCC\C=C/C\C=C/CCCCC)=O